(E)-2-methyl-5-(1-nitroprop-1-en-2-yl)pyridine CC1=NC=C(C=C1)/C(=C/[N+](=O)[O-])/C